NC=1C2=C(N=C(N1)Cl)N(C=C2)[C@@H]2C[C@@H]([C@@H]1[C@H]2OC(O1)(C)C)C=1C=C(C=C(C1)C=1C=NSC1)NC(C)=O N-(3-((3aR,4R,6R,6aS)-6-(4-amino-2-chloro-7H-pyrrolo[2,3-d]pyrimidin-7-yl)-2,2-dimethyltetrahydro-4H-cyclopenta[d][1,3]dioxol-4-yl)-5-(isothiazol-4-yl)phenyl)acetamide